3-amino-N-(3-(4-aminopiperidin-1-yl)pyridin-2-yl)-6-(6-(azetidin-1-yl)-3-(trifluoromethyl)pyridin-2-yl)pyrazine-2-carboxamide NC=1C(=NC(=CN1)C1=NC(=CC=C1C(F)(F)F)N1CCC1)C(=O)NC1=NC=CC=C1N1CCC(CC1)N